N1=CC=CC=2CCC[C@H](C12)NCC1=CC=C(C=N1)C1=C(C=NC=C1)C#N (R)-6-(((5,6,7,8-tetrahydroquinolin-8-yl)amino)methyl)-[3,4'-bipyridine]-3'-carbonitrile